2-(2-((5-(3-(aminomethyl)phenyl)benzofuran-3-yl)methoxy)-4-methoxyphenyl)acetic acid NCC=1C=C(C=CC1)C=1C=CC2=C(C(=CO2)COC2=C(C=CC(=C2)OC)CC(=O)O)C1